C(C1=CC=CC=C1)OC(=O)N[C@@H](C(=O)OCC1=CC=CC=C1)CNC(C1=CC(=CC(=C1)C(C)(C)OC)F)=O (R)-benzyl 2-(((benzyloxy)carbonyl)amino)-3-(3-fluoro-5-(2-methoxypropan-2-yl)benzamido)propanoate